Phenyl[biphenylyl(dimethylfluorenyl)triazinyl]dibenzofuran C1(=CC=CC=C1)C1=C(C2=C(OC3=C2C=CC=C3)C=C1)C1=NN=NC(=C1C1=C(C(=CC=3C2=CC=CC=C2CC13)C)C)C1=C(C=CC=C1)C1=CC=CC=C1